CO.CO.[Cu] copper dimethanol